C(C1=CC=CC=C1)C1(CC(C1)(F)F)CN 1-(1-benzyl-3,3-difluorocyclobutyl)methanamine